CN1C=[N+](C=C1)CCCCCC 1-methyl-3-N-hexylimidazolium